(3-(ethoxymethyl)phenyl)methanol C(C)OCC=1C=C(C=CC1)CO